(3-((3-ethyloxetan-3-yl)ethoxy)phenyl)nicotinamide C(C)C1(COC1)CCOC=1C=C(C=CC1)C1=C(C(=O)N)C=CC=N1